5-benzyl-4-(3,4-difluorophenyl)thiazol-2-amine C(C1=CC=CC=C1)C1=C(N=C(S1)N)C1=CC(=C(C=C1)F)F